COC1=CC=C(CN(S(=O)(=O)C2=NNC=C2C(=O)O)CC2=CC=C(C=C2)OC)C=C1 3-(N,N-bis(4-methoxybenzyl)sulfamoyl)-1H-pyrazole-4-carboxylic acid